FC(C1=NN=C(O1)C1=CC(=C(C=C1)CN1N=NC(=C1)C1=CC2=C(N=C(S2)N)C=C1)F)F 6-[1-[[4-[5-(difluoromethyl)-1,3,4-oxadiazol-2-yl]-2-fluorophenyl]methyl]triazol-4-yl]-1,3-benzothiazol-2-amine